2-((2-(allyloxy)-3,5-dichlorophenyl)thio)-4,6-dichlorophenol C(C=C)OC1=C(C=C(C=C1Cl)Cl)SC1=C(C(=CC(=C1)Cl)Cl)O